2-[4-ethoxycarbonyl-1-[(4-fluorophenyl)methylcarbamoyl]-4-piperidinyl]acetic acid C(C)OC(=O)C1(CCN(CC1)C(NCC1=CC=C(C=C1)F)=O)CC(=O)O